The molecule is an L-glutaminyl derivative that is the ester obtained by formal condensation of the carboxy group of L-glutamine with the 3'-hydroxy group of AMP. It has a role as a Mycoplasma genitalium metabolite. It is an adenosine 5'-phosphate, a L-glutamine derivative, an alpha-amino acid ester and a purine ribonucleoside 5'-monophosphate. It derives from an adenosine 5'-monophosphate. C1=NC(=C2C(=N1)N(C=N2)[C@H]3[C@@H]([C@@H]([C@H](O3)COP(=O)(O)O)OC(=O)[C@H](CCC(=O)N)N)O)N